ClC1=CC(=NC(=C1)C(F)(F)F)C=1C=CC=C2C(=C(C=NC12)C(=O)NN1CCOC2=C1C=CC=C2)N2CCOCC2 8-[4-chloro-6-(trifluoromethyl)-2-pyridinyl]-N-(2,3-dihydro-1,4-benzoxazin-4-yl)-4-morpholino-quinoline-3-carboxamide